4-[(4-Cyano-phenyl)-(5,6-dimethoxy-benzothiazol-2-ylcarbamoyl)-methoxy]-N-(2-dimethylamino-ethyl)-benzamide C(#N)C1=CC=C(C=C1)C(OC1=CC=C(C(=O)NCCN(C)C)C=C1)C(NC=1SC2=C(N1)C=C(C(=C2)OC)OC)=O